1-methyl-5,6-dihydro-1H-pyrrolo[2,3-d]pyridazine-4,7-dione CN1C=CC2=C1C(NNC2=O)=O